(S)-5-(2-(3-chloro-4-cyanophenyl)-3-Methyl-2,8-diazaspiro[4.5]dec-8-yl)pyridine ClC=1C=C(C=CC1C#N)N1CC2(C[C@@H]1C)CCN(CC2)C=2C=CC=NC2